FC1=C(C(=C(C(=C1F)F)F)F)OC(C1=CC=CC=C1)=O benzoic acid perfluorophenyl ester